tert-butylperoxybenzoate C(C)(C)(C)OOC(C1=CC=CC=C1)=O